(1-(4-chlorophenyl)-1H-pyrazole-3-oxy)ethylamine hydrochloride Cl.ClC1=CC=C(C=C1)N1N=C(C=C1)OCCN